methyltris(2-hydroxyethyl)ammonium C[N+](CCO)(CCO)CCO